[Al].[Ca].O water calcium aluminum